O1CCC(CC1)N1C(NC2N=NC=3C=CC=CC3C21)=O 1-(tetrahydro-2H-pyran-4-yl)-1,3,3a,9b-tetrahydro-2H-imidazo[4,5-c]cinnolin-2-one